C1(CCCC1)C=1C=C(C(=O)O)C=CN1 2-cyclopentyl-isonicotinic acid